C(CCCCC)N=C=NCCCCCC N,N'-Dihexylcarbodiimide